N-(3-carbamoyl-4-methylphenyl)-2-fluoro-6-[2-(trideuteriomethoxy)-4-(trifluoromethoxy)phenoxy]-3-(trifluoromethyl)benzamide C(N)(=O)C=1C=C(C=CC1C)NC(C1=C(C(=CC=C1OC1=C(C=C(C=C1)OC(F)(F)F)OC([2H])([2H])[2H])C(F)(F)F)F)=O